BrC1=CSC2=C1SC(=C2SCC)C2=NC1=C(C=NC(=C1)C(F)(F)F)N2C 2-[6-bromo-3-(ethylsulfanyl)thieno[3,2-b]thiophen-2-yl]-3-methyl-6-(trifluoromethyl)-3H-imidazo[4,5-c]pyridine